C1(=CC=CC=C1)C1=NNC=C1 3-(phenyl)pyrazole